CC1=CC(=CC=N1)N1N=CC=N1 6-methyl-4-(2H-1,2,3-triazol-2-yl)pyridin